FC=1C=C(C=CC1F)[C@H]1[C@@H](CN(C1)CC=1N=NN(C1)C)NC(=O)NC1=C2C(=NN1C1=CC=CC=C1)CCC2 1-((3s,4r)-4-(3,4-difluorophenyl)-1-((1-methyl-1H-1,2,3-triazol-4-yl)methyl)pyrrolidin-3-yl)-3-(2-phenyl-2,4,5,6-tetrahydrocyclopenta[c]pyrazol-3-yl)urea